C1(CCC1)N1C=C(C=2C1=NC=C(C2C)C(=O)NC=2C=C1CN(C(C1=CC2)=O)C2C(NC(CC2)=O)=O)C 1-cyclobutyl-N-(2-(2,6-dioxopiperidin-3-yl)-1-oxoisoindolin-5-yl)-3,4-dimethyl-1H-pyrrolo[2,3-b]pyridine-5-carboxamide